NC1=C(C(=NN1CC(=O)O)C1=NC=C(C=C1F)F)Cl 2-(5-Amino-4-chloro-3-(3,5-difluoropyridin-2-yl)-1H-pyrazol-1-yl)acetic acid